C(C=C)OC(=O)N[C@@H](C(=O)N[C@H](CO)C(=O)O)C(CC)C ((2R)-2-(((allyloxy)carbonyl)amino)-3-methylpentanoyl)-D-serine